bis(dibutylamino)-benzophenone C(CCC)N(CCCC)C=1C(=C(C(=O)C2=CC=CC=C2)C=CC1)N(CCCC)CCCC